5-(3-Fluoropiperidin-1-yl)-2-morpholino-6-nitrooxazolo[4,5-b]pyridine FC1CN(CCC1)C1=C(C=C2C(=N1)N=C(O2)N2CCOCC2)[N+](=O)[O-]